OCCNC(C1=CC(=CC=C1)C=1C=CC=2N(N1)C(=CN2)C2=CC(=CC=C2)O)=O N-(2-hydroxyethyl)-3-[3-(3-hydroxyphenyl)imidazo[1,2-b]pyridazin-6-yl]benzamide